N1CCC(CC1)OCCNC(OCC1=CC=CC=C1)=O Benzyl N-[2-(4-piperidyloxy)ethyl]carbamate